FC(C1=CC=CC(=N1)NC(=O)C1=CC2=CN(N=C2C=C1OC(C)C)C1CCN(CC1)C(CN1CCC(CC1)C1=CC=C(C=C1)C1C(NC(CC1)=O)=O)=O)F N-[6-(difluoromethyl)-2-pyridyl]-2-[1-[2-[4-[4-(2,6-dioxo-3-piperidyl)phenyl]-1-piperidyl]acetyl]-4-piperidyl]-6-isopropoxy-indazole-5-carboxamide